1-vinyl-3-cyanomethylimidazole chloride [Cl-].C(=C)N1CN(C=C1)CC#N